1-(5-(5-chloro-2-methoxypyridin-4-yl)-1H-pyrazole-3-carbonyl)-N-((1R,2S)-2-phenylcyclopropyl)piperidine-4-carboxamide ClC=1C(=CC(=NC1)OC)C1=CC(=NN1)C(=O)N1CCC(CC1)C(=O)N[C@H]1[C@@H](C1)C1=CC=CC=C1